C=1(C(=C(C(=CC1)CC(=O)[O-])CC(=O)[O-])CC(=O)[O-])C1=CC=C(C=C1)CC(=O)[O-] 4'-biphenyltetraacetate